CCOC(=O)[C@@H]1CCCNC1 Ethyl (R)-(-)-3-piperidinecarboxylate